naphthalene-2-olcarboxylate C=1(C(=CC=C2C=CC=CC12)O)C(=O)[O-]